{1-{1-[(1-methyl-1H-imidazol-4-yl)sulfonyl]piperidin-4-yl}-3-[4-(7H-pyrrolo[2,3-d]pyrimidin-4-yl)-1H-pyrazol-1-yl]azetidin-3-yl}acetonitrile CN1C=NC(=C1)S(=O)(=O)N1CCC(CC1)N1CC(C1)(N1N=CC(=C1)C=1C2=C(N=CN1)NC=C2)CC#N